2,2'-bipyridine-5,5'-diamidine N1=C(C=CC(=C1)C(=N)N)C1=NC=C(C=C1)C(=N)N